3-(2-amino-6-(1-benzyl-2-oxo-1,2-dihydropyridin-4-yl)pyrimidin-4-yl)benzonitrile NC1=NC(=CC(=N1)C=1C=C(C#N)C=CC1)C1=CC(N(C=C1)CC1=CC=CC=C1)=O